N=1C=NN2C1C=C(C=C2)OC2=C(C=C(C=C2)NC2=NC=NC1=CC=C3C(=C21)OC[C@H]2N3CCNC2)F (S)-N-(4-([1,2,4]triazolo[1,5-a]pyridin-7-yloxy)-3-fluorophenyl)-6,6a,7,8,9,10-hexahydropyrazino[1',2':4,5][1,4]oxazino[2,3-f]quinazolin-4-amine